5-(tert-butyl)-N-(2-((R)-2-hydroxypropyl)-8-(2-((1-methyl-1H-pyrazol-4-yl)amino)pyrimidin-4-yl)-2,3,4,5-tetrahydro-1H-benzo[c]azepin-5-yl)-1,2,4-oxadiazole-3-carboxamide C(C)(C)(C)C1=NC(=NO1)C(=O)NC1C2=C(CN(CC1)C[C@@H](C)O)C=C(C=C2)C2=NC(=NC=C2)NC=2C=NN(C2)C